CC1(CC(CC1)(C#N)O[Si](C)(C)C)C 3,3-dimethyl-1-((trimethylsilyl)oxy)cyclopentane-1-carbonitrile